ClC=1C(=NC=CC1C1=NC(=C(C=C1)CNC[C@H](C)O)OC)C1=C(C(=CC=C1)NC1=NC=CC(=C1F)CNC[C@@H](C)O)Cl (S)-1-(((3'-chloro-2'-(2-chloro-3-((3-fluoro-4-((((R)-2-hydroxypropyl)amino)methyl)pyridin-2-yl)amino)phenyl)-6-methoxy-[2,4'-bipyridin]-5-yl)methyl)amino)propan-2-ol